BrC=1C(NCCC1)=O 3-bromo-2-oxo-5,6-dihydropyridin